COC1=C(C=C(C=C1)C1(CCOCC1)C)S(=O)(=O)NC(=O)C1=NC2=C(C=CC(=C2C=C1)C1=NC=CC=C1)C N-((2-methoxy-5-(4-methyltetrahydro-2H-pyran-4-yl)phenyl)sulfonyl)-8-methyl-5-(pyridin-2-yl)quinoline-2-carboxamide